FC1(COCC1(F)F)F 3,3,4,4-Tetrafluoro-1-oxacyclopentane